8-(5-((diMethylamino)methyl)-[1,2,4]triazolo[1,5-a]pyridin-8-yl)-5-(((5-fluoro-2,3-dihydrobenzofuran-4-yl)methyl)amino)imidazo[1,5-c]pyrimidine-1-carbonitrile CN(C)CC1=CC=C(C=2N1N=CN2)C=2C=1N(C(=NC2)NCC2=C(C=CC3=C2CCO3)F)C=NC1C#N